CCNCCOC1=CC=C2C=C(C(OC2=C1)=NO)C(C)=O 7-[2-(2-ethylamino)ethoxy]-3-acetylcoumarin oxime